N5-methylarginine CN(CCC[C@H](N)C(=O)O)C(N)=N